1,3,5-trimethylbenzene chloride [Cl-].CC1=CC(=CC(=C1)C)C